ClC1=C(C(=C(N=N1)S(=O)(=N)C1=C(C(=CC=C1)C1CC1)F)C(=O)NCC(F)(F)C1=C(C=C(C=C1)C)Cl)C 6-chloro-N-[2-(2-chloro-4-methylphenyl)-2,2-difluoroethyl]-3-[S-(3-cyclopropyl-2-fluoro-phenyl)sulfonimidoyl]-5-methylpyridazine-4-carboxamide